2-[(5,6-Dimethoxy-benzothiazol-2-ylcarbamoyl)-methyl]-benzoic acid COC=1C(=CC2=C(N=C(S2)NC(=O)CC2=C(C(=O)O)C=CC=C2)C1)OC